FC1=CC=CC=2C(=N[C@@H](C(NC21)=O)NC(=O)C2=C(N=C1N2N=C(C=C1)C)C=1C=NC=CC1)C1=CC=CC=C1 N-[(3S)-9-fluoro-2-oxo-5-phenyl-1,3-dihydro-1,4-benzodiazepin-3-yl]-6-methyl-2-pyridin-3-ylimidazo[1,2-b]pyridazine-3-carboxamide